C(C)N1CCC(CC1)C=1N=CC(=NC1)C1=NNC(=C1C(C)C)C=1C=C(C=2N(C1)N=CN2)OC 6-(3-(5-(1-ethylpiperidin-4-yl)pyrazin-2-yl)-4-isopropyl-1H-pyrazol-5-yl)-8-methoxy-[1,2,4]triazolo[1,5-a]pyridine